2,3-dihydroxy-succinic acid OC(C(=O)O)C(C(=O)O)O